NC1=NC(=C2N=CN(C2=N1)[C@@H]1O[C@@H]([C@H](C1)O[Si](C)(C)C(C)(C)C)CO[Si](C)(C)C(C)(C)C)OS(=O)(=O)C1=C(C=C(C=C1C(C)C)C(C)C)C(C)C 2-amino-9-{(2R,4S,5R)-4-(tert-Butyldimethylsilyloxy)-5-[(tert-Butyldimethylsilyloxy) methyl] tetrahydrofuran-2-yl}-9H-purin-6-yl-2,4,6-triisopropylbenzenesulfonate